2-(4-((N-(2,4-dichlorobenzyl)-3,5-difluorobenzamido)methyl)-1H-pyrazol-1-yl)acetic acid ClC1=C(CN(C(C2=CC(=CC(=C2)F)F)=O)CC=2C=NN(C2)CC(=O)O)C=CC(=C1)Cl